6-bromo-N-(5-(N-hydroxycarbamimidoyl)pyridin-2-yl)picolinamide BrC1=CC=CC(=N1)C(=O)NC1=NC=C(C=C1)C(NO)=N